(2Z)-4-[2-(2,5-dioxopyrrolidin-1-yl)ethoxy]-4-oxobut-2-enoic acid O=C1N(C(CC1)=O)CCOC(\C=C/C(=O)O)=O